COC(NC1=CC(=C(C=C1)C=1C(NN=C(C1)[C@H](CC=C)NC(=O)OC(C)(C)C)=O)N)=O {4-[6-((S)-1-tert-butoxycarbonylamino-but-3-enyl)-3-oxo-2,3-dihydro-pyridazin-4-yl]-3-amino-phenyl}-carbamic acid methyl ester